C(C=C)[SiH2]O[SiH3] Allyldisiloxane